7-(difluoromethyl)-6-(1-((4-methyl-4H-1,2,4-triazol-3-yl)sulfonyl)piperidin-4-yl)-[1,2,4]triazolo[1,5-a]pyridine FC(C1=CC=2N(C=C1C1CCN(CC1)S(=O)(=O)C1=NN=CN1C)N=CN2)F